(2R,4S)-N-((S)-1-(((6-Amino-2-methylpyridin-3-yl)methyl)amino)-1-oxopropan-2-yl)-4-(4-benzylbenzyl)pyrrolidine-2-carboxamide di-trifluoroacetate salt FC(C(=O)O)(F)F.FC(C(=O)O)(F)F.NC1=CC=C(C(=N1)C)CNC([C@H](C)NC(=O)[C@@H]1NC[C@H](C1)CC1=CC=C(C=C1)CC1=CC=CC=C1)=O